FC(OC1=NC=CC(=C1)C(C)(C)NC(OC(C)(C)C)=O)F tert-butyl (2-(2-(difluoromethoxy)pyridin-4-yl)propan-2-yl)carbamate